C(C)(C)NCC(COC1=CC=CC2=CC=CC=C12)(O)NC(C)C 1,2-di-isopropylamino-3-(1-naphthyloxy)-2-propanol